N-cyclohexyl-(3-amino-propyl)tri-methoxysilane C1(CCCCC1)NCCC[Si](OC)(OC)OC